Isobutyrylcytidine C(C(C)C)(=O)[C@@]1([C@H](O)[C@H](O)[C@@H](CO)O1)N1C(=O)N=C(N)C=C1